tert-butyl (1S,2R)-2-(7-(1-methyl-1H-pyrazol-5-yl)-3-oxo-4-(m-tolylamino)-2,3-dihydro-1H-pyrrolo[3,4-c]pyridin-6-ylamino)cyclohexylcarbamate CN1N=CC=C1C=1C2=C(C(=NC1N[C@H]1[C@H](CCCC1)NC(OC(C)(C)C)=O)NC=1C=C(C=CC1)C)C(NC2)=O